C1(CC1)CN1N=NC(=C1)OCC1=C(N=NN1C)C1=CC=C(C(=N1)CC)N1C[C@H](CC(C1)(F)F)CC(=O)O (S)-2-(1-(6-(5-(((1-(cyclopropylmethyl)-1H-1,2,3-triazol-4-yl)oxy)methyl)-1-methyl-1H-1,2,3-triazol-4-yl)-2-ethylpyridin-3-yl)-5,5-difluoropiperidin-3-yl)acetic acid